C(C=C)(=O)N[C@@H](CC1=CNC2=CC=CC=C12)C(=O)O N-acryloyl-tryptophan